3-(6-(piperidin-4-yl)-1H-indazol-3-yl)piperidine-2,6-dione N1CCC(CC1)C1=CC=C2C(=NNC2=C1)C1C(NC(CC1)=O)=O